C(C=C)(=O)NCC1CN(C=2N(C1)N=CC2C2=CC=C(C=C2)C(F)(F)F)C(=O)OC(C)(C)C tert-butyl 6-(acrylamidomethyl)-3-(4-(trifluoromethyl) phenyl)-6,7-dihydropyrazolo[1,5-a]pyrimidine-4(5H)-carboxylate